1-decyl-3-vinylpyridine chloride salt [Cl-].C(CCCCCCCCC)N1CC(=CC=C1)C=C